(5-amino-4-((2-(dimethylamino)ethyl)(methyl)amino)-2-methoxyphenyl)carbamic acid tert-butyl ester C(C)(C)(C)OC(NC1=C(C=C(C(=C1)N)N(C)CCN(C)C)OC)=O